(R)- and (S)-1-(9-anthracenyl)-2,2,2-trifluoroethanol C1=CC=CC2=CC3=CC=CC=C3C(=C12)[C@H](C(F)(F)F)O |r|